tert-butyl (S)-4-(6-((diphenylmethylene)amino)-5-methylpyridin-3-yl)-2-methylpiperazine-1-carboxylate C1(=CC=CC=C1)C(C1=CC=CC=C1)=NC1=C(C=C(C=N1)N1C[C@@H](N(CC1)C(=O)OC(C)(C)C)C)C